ClC=1C=C(C=CC1F)NC(N(C)[C@H](C)C1=CN=C(C2=CC=CC=C12)C(=O)N(C)C)=O |r| racemic-4-(1-(3-(3-chloro-4-fluorophenyl)-1-methylureido)ethyl)-N,N-dimethylisoquinoline-1-carboxamide